FC1=C(C(=C(C(=C1F)O)F)F)S(=O)(=O)[O-].[Na+] Sodium 2,3,5,6-tetrafluoro-4-hydroxybenzenesulfonate